tert-butyl 3-(4-(3-chloro-4-(dimethylcarbamoyl)phenyl)piperazin-1-yl)azetidine-1-carboxylate ClC=1C=C(C=CC1C(N(C)C)=O)N1CCN(CC1)C1CN(C1)C(=O)OC(C)(C)C